3-({[(4R)-7-[(4-methoxyphenyl)(methyl)amino]-3,4-dihydro-2H-1-benzopyran-4-yl]methyl}amino)pyridine-4-carboxylic acid methyl ester COC(=O)C1=C(C=NC=C1)NC[C@@H]1CCOC2=C1C=CC(=C2)N(C)C2=CC=C(C=C2)OC